O1C2=C(NCC1)C=C(C=C2)S(=O)(=O)N2CC1=C(C2)CN(C1)C(=O)[C@@H]1COCCC1 |o1:23| (S or R)-(5-((3,4-dihydro-2H-benzo[b][1,4]oxazin-6-yl)sulfonyl)-3,4,5,6-tetrahydropyrrolo[3,4-c]pyrrol-2(1H)-yl)(tetrahydro-2H-pyran-3-yl)methanone